NC=1C(=NC(=CN1)C1=NC(=NC=C1)C1=C2N(N=C1)CC(C2)(C)C)C(=O)N[C@@H]2CNC[C@H](C2)F 3-amino-6-(2-(5,5-dimethyl-5,6-dihydro-4H-pyrrolo[1,2-b]pyrazol-3-yl)pyrimidin-4-yl)-N-((3S,5S)-5-fluoropiperidin-3-yl)pyrazine-2-carboxamide